2-methoxy-5-{2-propionamidoimidazo[1,2-b]pyridazin-6-yl}-N-{[2-(trifluoromethoxy)phenyl]methyl}pyridine-3-carboxamide COC1=NC=C(C=C1C(=O)NCC1=C(C=CC=C1)OC(F)(F)F)C=1C=CC=2N(N1)C=C(N2)NC(CC)=O